S(C)(=O)(=O)OC(C1=CC(=C(C=C1)Br)COCC)([2H])[2H] 4-bromo-3-(ethoxymethyl)benzyl-d2 mesylate